CC(C)[C@H]1C[C@@H]([C@@]2(CO2)[C@H]3[C@@H]1[C@@H]4[C@](CC[C@@H](C(=C)C[C@H]3O4)O)(C)OC(=O)C)OC(=O)C The molecule is an eunicellin diterpenoid isolated from the soft coral Klyxum molle. It has a role as an anti-inflammatory agent and a coral metabolite. It is an acetate ester, a eunicellin diterpenoid, a macrocycle, an oxacycle and an epoxide.